Dibutylmethyl-phenol C(CCC)C1=C(C(=C(C=C1)O)C)CCCC